NCC(=O)OCC=1OC(=NN1)C=1C(=C(C=CC1)C1=CC=CC=C1)C ((5-(2-methyl-[1,1'-biphenyl]-3-yl)-1,3,4-oxadiazol-2-yl) methyl) glycinate